[2H]C1=C(C(=C(C(=C1[2H])[2H])CCBr)[2H])[2H] benzene-d5